CN1N=C2C(=C(C1=O)C(F)(F)F)CC[C@H]2N(CCC(N2CCN(CC2)C2=NC=C(C=N2)C(F)(F)F)=O)C (R)-2-methyl-7-(methyl(3-oxo-3-(4-(5-(trifluoromethyl)pyrimidin-2-yl)piperazin-1-yl)propyl)amino)-4-(trifluoromethyl)-2,5,6,7-tetrahydro-3H-cyclopenta[c]pyridazin-3-one